C1(CC1)CN1N=CC(=C1)CC=1C=NN(C1)CC 4-((1-(cyclopropylmethyl)-1H-pyrazol-4-yl)methyl)-1-ethyl-1H-pyrazole